N1(N=NC=C1)C=1C=C(C(=O)N)C=CC1 3-(1H-1,2,3-triazol-1-yl)benzamide